C(C1=CC=CC=C1)N1CCCN(CCN(CCC1)CC=1C(=C(C=C(C1)C)C(C(=O)N)(CO)O)O)CC=1C(=C(C=C(C1)C)C(C(=O)N)(CO)O)O N'-{(8-benzyl-1,4,8-triazacycloundecane-1,4-diyl)bis[methylene(2-hydroxy-5-methyl-3,1-phenylene)]}bis(2,3-dihydroxypropionamide)